ethyl-(t-butylamino)dimethoxysilane lead-zinc-silver [Ag].[Zn].[Pb].C(C)[Si](OC)(OC)NC(C)(C)C